Cl.O(C1=CC=CC=C1)C1=C(C=CC=C1)C=1N=C(OC1)C1CNCCC1 4-(2-phenoxyphenyl)-2-(piperidin-3-yl)oxazole HCl salt